N-Methyl-N-phenyl-3-(pyridin-3-yl)-3a,4,5,6,7,7a-hexahydro-4,7-methanobenzo[d]isoxazole-7a-carboxamide CN(C(=O)C12C(C(=NO1)C=1C=NC=CC1)C1CCC2C1)C1=CC=CC=C1